(2S,4S)-1-benzyloxycarbonyl-4-[[6-[2-[3-(methylamino)propylamino]phenyl]-2-pyridyl]amino]pyrrolidine-2-carboxylic acid C(C1=CC=CC=C1)OC(=O)N1[C@@H](C[C@@H](C1)NC1=NC(=CC=C1)C1=C(C=CC=C1)NCCCNC)C(=O)O